C(#N)C1=NN(C2=CC=C(C=C12)N1N=CC(=C1)C(=O)O)C1CC1 1-(3-cyano-1-cyclopropyl-1H-indazol-5-yl)-1H-pyrazole-4-carboxylic acid